ClC=1C(N(C=C(C1)B1OC(C(O1)(C)C)(C)C)C)=O 3-chloro-1-methyl-5-(4,4,5,5-tetramethyl-1,3,2-dioxaborolan-2-yl)pyridin-2-one